BrC1=CC=C(C(=O)NN=CC2=C(C(=CC(=C2)Br)Br)O)C=C1 4-bromo-N'-(3,5-dibromo-2-hydroxybenzylidene)-benzohydrazide